CC([C@@H](C1=NC2=C(C=C(N=C2N1C)N1N=C(C=C1)C=1C=C(C=CC1)C)N1CCOCC1)NC(C)=O)C N-[(S)-2-methyl-1-{3-methyl-7-morpholino-5-[3-(m-tolyl)-1-pyrazolyl]-3H-1,3,4-triazainden-2-yl}propyl]acetamide